C(CCC)C(C(=O)O)(CC)N butyl-aminobutyric acid